7-amino-5-((2-(1-(2-aminoethyl)-2-oxo-1,2-dihydropyridin-3-yl)ethyl)amino)-3-chloro-2-methylpyrazolo[1,5-a]pyrimidine-6-carbonitrile hydrochloride salt Cl.NC1=C(C(=NC=2N1N=C(C2Cl)C)NCCC=2C(N(C=CC2)CCN)=O)C#N